C(C)(=O)OCC1OC(C(C(C1OC(C)=O)OC(C)=O)NC(C)=O)OCCCCC=C (5-acetamido-3,4-diacetoxy-6-hex-5-enoxy-tetrahydropyran-2-yl)methyl acetate